methyl 1-(5-((2,5-difluorobenzyl)oxy)-2,3-dihydro-1H-inden-1-yl)azetidine-3-carboxylate FC1=C(COC=2C=C3CCC(C3=CC2)N2CC(C2)C(=O)OC)C=C(C=C1)F